(R)-(2-benzyl-1-(hydroxymethyl)-2,3,4,9-tetrahydro-1H-pyrido[3,4-b]indol-1-yl)methyl benzoate C(C1=CC=CC=C1)(=O)OC[C@]1(N(CCC2=C1NC1=CC=CC=C21)CC2=CC=CC=C2)CO